1-(((3S)-1-(((2S)-2-(2-fluorophenyl)-1-azetidinyl)sulfonyl)-3-piperidinyl)carbonyl)-N-(4-(trifluoromethyl)benzyl)-D-prolinamide FC1=C(C=CC=C1)[C@H]1N(CC1)S(=O)(=O)N1C[C@H](CCC1)C(=O)N1[C@H](CCC1)C(=O)NCC1=CC=C(C=C1)C(F)(F)F